(3ar,4r,6ar)-1-(5-(2-cyanopyridin-4-yl)oxazole-2-carbonyl)-4-methylhexahydropyrrolo[3,4-b]-pyrrole-5(1H)-carbonitrile C(#N)C1=NC=CC(=C1)C1=CN=C(O1)C(=O)N1[C@@H]2[C@H](CC1)[C@H](N(C2)C#N)C